FC=1C=C2C(=NN(C2=C(C1)C)C=1C=CC(=NC1)N1CCC(CC1)C(=O)O)C=1C2=CN(N=C2C=CC1)C 1-(5-(5-Fluoro-2',7-dimethyl-1H,2'H-[3,4'-biindazol]-1-yl)pyridin-2-yl)piperidine-4-carboxylic acid